didecyloxyheptenyl butoxymethyl ether C(CCC)OCOC=CCCCCC(OCCCCCCCCCC)OCCCCCCCCCC